1-(6-chloro-1-(tetrahydro-2H-pyran-2-yl)-1H-pyrazolo[4,3-c]pyridin-3-yl)-3-methylpyrrolidine-3-carbonitrile ClC1=CC2=C(C=N1)C(=NN2C2OCCCC2)N2CC(CC2)(C#N)C